CC=1C(=NC=CC1C#N)O[C@H]1CN([C@@H](CC1)C)C(=O)C1=C(C(=CC=C1)C)N1N=CC=N1 3-methyl-2-{[(3R,6R)-6-methyl-1-{[3-methyl-2-(2H-1,2,3-triazol-2-yl)phenyl]carbonyl}piperidin-3-yl]oxy}pyridine-4-carbonitrile